5-{(3'R)-1'-[cyclobutyl(1H-imidazol-2-yl)methyl]-6,7-dihydrospiro[pyrazolo[5,1-c][1,4]oxazine-4,3'-pyrrolidin]-2-yl}-3-(trifluoromethyl)pyridin-2-amine C1(CCC1)C(N1C[C@@]2(CC1)OCCN1C2=CC(=N1)C=1C=C(C(=NC1)N)C(F)(F)F)C=1NC=CN1